4-(3,6-diazabicyclo[3.1.1]heptan-6-yl)-2-(2,6-dioxopiperidin-3-yl)isoindoline-1,3-dione C12CNCC(N1C1=C3C(N(C(C3=CC=C1)=O)C1C(NC(CC1)=O)=O)=O)C2